NC=1SC(=C(N1)C)C=1C=C2C(CC(C2=CC1)=O)C(F)(F)F 5-(2-amino-4-methylthiazol-5-yl)-3-trifluoromethyl-1-indanone